1,6-Bis(oxiran-2-ylmethoxy)hexane O1C(C1)COCCCCCCOCC1OC1